2,2-dimethyl-8-(4-(3,4,5-trifluorophenyl)-1H-1,2,3-triazol-1-yl)hexahydropyrano[3,2-d][1,3]dioxin-7-ol CC1(OCC2C(O1)C(C(CO2)O)N2N=NC(=C2)C2=CC(=C(C(=C2)F)F)F)C